C(CC(C)C)C(C(=O)OCC(C)C)C(C(=O)OCC(C)C)CCC(C)C diisobutyl 2,3-diisopentylsuccinate